ClC=1C(=C(C=CC1)C(C(=O)N1CC2=C(CCC1)N=C(NC2=O)C2(CC2)C2=CC(=CC=C2)C(C)C)O)F 6-(2-(3-chloro-2-fluorophenyl)-2-hydroxyacetyl)-2-(1-(3-isopropylphenyl)cyclopropyl)-3,5,6,7,8,9-hexahydro-4H-pyrimido[5,4-c]azepin-4-one